C(C)(=O)ONC(OCC1=CC=CC=C1)=O benzyl acetoxycarbamate